CC(C(CCCCCC)C)C1=CC=CC=C1 1,2-dimethyl-octylbenzene